[Cl-].C(=C)OS(=O)(=O)F perfluorosulfonyl vinyl ether chloride